N-(3-Chloro-4-fluorophenyl)-N1-phenyl-6-pyrrolidin-1-yl-[1,3,5]triazine-2,4-diamine hydrochloride Cl.ClC=1C=C(C=CC1F)NC1N(C(=NC(=N1)N)N1CCCC1)C1=CC=CC=C1